5-(3-Ethoxy-4-hydroxybenzyl)pyrimidine-2,4,6(1H,3H,5H)-trione C(C)OC=1C=C(CC2C(NC(NC2=O)=O)=O)C=CC1O